FC(CNC(O[C@H]1[C@H](NC[C@@H]1O)CC1=CC=C(C=C1)C1=CN=CO1)=O)F (2R,3S,4S)-4-hydroxy-2-(4-(oxazol-5-yl)benzyl)pyrrolidin-3-yl (2,2-difluoroethyl)carbamate